CC1=CC(=O)OC2=C1C=CC(=C2)[O-].[Na+] 4-Methylumbelliferone sodium salt